ClC=1C=C(C=C2C=C(NC12)C(=O)N1CC2(CC1C(=O)N[C@H](C(=O)OC)C[C@H]1C(NCC1)=O)CCCCC2)OC methyl (2S)-2-[[2-(7-chloro-5-methoxy-1H-indole-2-carbonyl)-2-azaspiro[4.5]decane-3-carbonyl]amino]-3-[(3S)-2-oxopyrrolidin-3-yl]propanoate